C(C)(=O)C=1C=C(C=C2C(NC(=NC12)N1CCC(CC1)(C)C)=O)C 8-acetyl-2-(4,4-dimethylpiperidin-1-yl)-6-methylquinazolin-4(3H)-one